2-phenylbenzo[d]thiazole-5-carboxylic acid C1(=CC=CC=C1)C=1SC2=C(N1)C=C(C=C2)C(=O)O